tert-butyl (S)-(7'-methyl-5'-oxo-5'H,7'H-spiro[cyclopropane-1,8'-pyrano[4,3-b]pyridin]-2'-yl)carbamate C[C@H]1C2(C3=NC(=CC=C3C(O1)=O)NC(OC(C)(C)C)=O)CC2